4-[[(1S,2S)-4,6-Dichloro-2-(dimethylamino)-2,3-dihydro-1H-inden-1-yl]oxy]-2,5-dimethylbenzene ClC1=C2C[C@@H]([C@H](C2=CC(=C1)Cl)OC1=CC(=CC=C1C)C)N(C)C